tert-butyl (4-chloro-3-((2-methyl-4-(phenoxymethyl)phenyl)carbamoyl) phenyl)carbamate ClC1=C(C=C(C=C1)NC(OC(C)(C)C)=O)C(NC1=C(C=C(C=C1)COC1=CC=CC=C1)C)=O